(S)-1-(2-(8-amino-1-(2-chloro-4-anilinobenzoyl)imidazo[1,5-a]pyrazin-3-yl)pyrrolidin-1-yl)prop-2-en-1-one NC=1C=2N(C=CN1)C(=NC2C(C2=C(C=C(C=C2)NC2=CC=CC=C2)Cl)=O)[C@H]2N(CCC2)C(C=C)=O